1-(cyclopropyl(methyl)carbamoyl)azetidin-3-yl (3-(trifluoromethyl)azetidin-3-yl)carbamate FC(C1(CNC1)NC(OC1CN(C1)C(N(C)C1CC1)=O)=O)(F)F